isopropyl-5-(2-(4-(methylsulfonyl)phenyl)amino-5-fluoropyrimidin-4-yl)-pyridin-2(1H)-one C(C)(C)N1C(C=CC(=C1)C1=NC(=NC=C1F)NC1=CC=C(C=C1)S(=O)(=O)C)=O